The molecule is a lignan with a dibenzocyclooctadiene skeleton isolated from Kadsura ananosma It has a role as a plant metabolite. It is an acetate ester, an aromatic ether, a lignan, an organic heterotetracyclic compound and an oxacycle. It derives from an isovaleric acid. CCC(C)C(=O)O[C@@H]1[C@@H]([C@@H]([C@H](C2=CC(=C(C(=C2C3=C(C4=C(C=C13)OCO4)OC)OC)OC)OC)OC(=O)C)C)C